iminophosphorane N=[PH3]